N-[1-[1-[6-[(5-chloro-2-fluoro-phenyl)methoxy]-5-cyano-2-(difluoromethyl)pyridine-3-carbonyl]-4-piperidyl]cyclopropyl]acetamide ClC=1C=CC(=C(C1)COC1=C(C=C(C(=N1)C(F)F)C(=O)N1CCC(CC1)C1(CC1)NC(C)=O)C#N)F